cis-9-hexadecanol acetate ((Z)-9-Hexadecenyl-acetate) C(CCCCCCC\C=C/CCCCCC)CC(=O)O.C(C)(=O)O.CCCCCCCCC(CCCCCCC)O